The molecule is a trisaccharide consisting of two beta-D-galactopyranose residues and a D-glucopyranose residue joined in sequence by (1->3) and (1->4) glycosidic bonds. It derives from a beta-(1->3)-galactobiose and a lactose. C([C@@H]1[C@@H]([C@@H]([C@H]([C@@H](O1)O[C@H]2[C@H]([C@H](O[C@H]([C@@H]2O)O[C@@H]3[C@H](OC([C@@H]([C@H]3O)O)O)CO)CO)O)O)O)O)O